C(CCC)C1(NS(C2=C(N(C1)C1=CC=CC=C1)C=C(C(=C2)CSCC(=O)O)SC)(=O)=O)CC 2-(((3-butyl-3-ethyl-7-(methylthio)-1,1-dioxido-5-phenyl-2,3,4,5-tetrahydro-1,2,5-benzothiadiazepin-8-yl)methyl)thio)acetic acid